C(C)NC(=O)C1=CC=CC2=CC3=CC(=CC=C3C=C12)Br N-ethyl-6-bromo-anthramide